(2-chlorobenzo[d]oxazol-5-yl)oxy azetidine-1-carboxylate N1(CCC1)C(=O)OOC=1C=CC2=C(N=C(O2)Cl)C1